N(C1=CC=CC=C1)C1=CC=2CC3=CC=C(C=C3C2C=C1C)N(C)C(C)CC 2-anilino-3-methyl-6-(N-sec-butyl-N-methylamino)fluorene